CN1C2=C(C3=C1C(N(N=C3)CC3=CC=C1C(=N3)N(C=C1)COCC[Si](C)(C)C)=O)CCN(C2)S(=O)(=O)C 5-methyl-7-(methylsulfonyl)-3-((1-((2-(trimethylsilyl)ethoxy)methyl)-1H-pyrrolo[2,3-b]pyridin-6-yl)methyl)-3,5,6,7,8,9-hexahydro-4H-pyrido[4',3':4,5]pyrrolo[2,3-d]pyridazin-4-one